methyl 2,2-difluoro-2-(4-(1-(trifluoromethyl) cyclopropyl) phenyl)-acetate FC(C(=O)OC)(C1=CC=C(C=C1)C1(CC1)C(F)(F)F)F